BrC=1C=C2C(=NC1)NC(O2)=O 6-bromooxazolo[4,5-b]pyridin-2(3H)-one